[K].C(C)(C)(C)C1=C(C(=CC=C1C)C(C)(C)C)O 2,6-di-t-butyl-3-methylphenol, potassium salt